1-((5-fluoro-6-(3-oxopiperazin-1-yl)pyridin-3-yl)methyl)-3-(4-(2-(4-methoxyphenyl)propan-2-yl)thiazol-2-yl)urea FC=1C=C(C=NC1N1CC(NCC1)=O)CNC(=O)NC=1SC=C(N1)C(C)(C)C1=CC=C(C=C1)OC